P(=O)([O-])(F)F.[Na+].C(C(=O)N=C=O)(=O)N=C=O oxalic acid diisocyanate sodium difluorophosphate